4-(trifluoromethyl)-2-((S)-3-(((2R,3R,4R,5S)-3,4,5-tris(benzyloxy)-2-methylpiperidin-1-yl)methyl)pyrrolidin-1-yl)thiazole FC(C=1N=C(SC1)N1C[C@@H](CC1)CN1[C@@H]([C@H]([C@@H]([C@H](C1)OCC1=CC=CC=C1)OCC1=CC=CC=C1)OCC1=CC=CC=C1)C)(F)F